bis[2-(4-fluorophenyl)pyridine] iridium (III) hexafluorophosphate F[P-](F)(F)(F)(F)F.[Ir+3].FC1=CC=C(C=C1)C1=NC=CC=C1.FC1=CC=C(C=C1)C1=NC=CC=C1.F[P-](F)(F)(F)(F)F.F[P-](F)(F)(F)(F)F